8-Amino-2,3,4,5-tetrahydrobenzo[f][1,2,5]thiadiazepine 1,1-dioxide NC1=CC2=C(NCCNS2(=O)=O)C=C1